N1CC(C1)C(=O)N1CCC=2C1=CN=CC2Br Azetidin-3-yl(4-bromo-2,3-dihydro-1H-pyrrolo[2,3-c]pyridin-1-yl)methanone